C(C1=CC=CC=C1)(C1=CC=CC=C1)N1CCC(CC1)N1CC2=CC=C(C=C2CC1)NC(C)C 2-(1-benzhydryl-piperidin-4-yl)-N-isopropyl-1,2,3,4-tetrahydroisoquinolin-6-amine